(5-bromo-6-(4-oxobutanoyl)pyridin-2-yl)cyclopropanecarboxamide Aluminium [Al].BrC=1C=CC(=NC1C(CCC=O)=O)C1(CC1)C(=O)N